Tert-butyl (1R,3s,5S)-3-(7-chloro-2,3-dioxo-2,3-dihydropyrido[2,3-b]pyrazin-4(1H)-yl)-8-azabicyclo[3.2.1]octane-8-carboxylate ClC1=CC2=C(N(C(C(N2)=O)=O)C2C[C@H]3CC[C@@H](C2)N3C(=O)OC(C)(C)C)N=C1